2-(4-(5-amino-4-methyl-4H-1,2,4-triazol-3-yl)piperidin-1-yl)-3-(6-fluoropyridin-3-yl)benzonitrile NC=1N(C(=NN1)C1CCN(CC1)C1=C(C#N)C=CC=C1C=1C=NC(=CC1)F)C